boc-methoxyphenyldiphenylsulfonium C(=O)(OC(C)(C)C)C=1C(=C(C=CC1)[S+](C1=CC=CC=C1)C1=CC=CC=C1)OC